O1[C@H](COC2=C1C=CC=C2)C2=CC=C(CN[C@@H]1CC[C@H](CC1)C(=O)O)C=C2 trans-4-({4-[(2S)-2,3-dihydro-1,4-benzodioxin-2-yl]benzyl}amino)cyclohexanecarboxylic acid